ClC1=CC(=C(NC=2C(=C(C=NC2)\C=N\NS(=O)(=O)C2=CC=C(C=C2)C)F)C=C1)F N-[(E)-[5-(4-chloro-2-fluoro-anilino)-4-fluoro-3-pyridyl]methyleneamino]-4-methyl-benzenesulfonamide